(2-(2,2,2-trifluoroethoxy)ethyl)benzene-1,2-diamine FC(COCCC1=C(C(=CC=C1)N)N)(F)F